C12O[PH3]OCC3OCCC3OC[PH3]OCC(OC1)C2 2,4,7,11,14,17-hexaoxa-3λ5,13λ5-diphosphatricyclo[14.2.1.06,10]nonadecan